Cl.NC1=CSC=2C=NN(C(C21)=O)CC2C(C2)(F)F 3-Amino-5-((2,2-difluorocyclopropyl)methyl)thieno[2,3-d]pyridazin-4(5H)-one hydrochloride